1,4-bis[(3,4-epoxybutyl)dimethylsilyl]benzene C(CC1CO1)[Si](C1=CC=C(C=C1)[Si](C)(C)CCC1CO1)(C)C